2,4-dichloro-3-dichloromethyl-5-fluorotrichloromethyl-benzene ClC1=C(C=C(C(=C1C(Cl)Cl)Cl)F)C(Cl)(Cl)Cl